titanium-gold-nickel-gold [Au].[Ni].[Au].[Ti]